COC(CCN1CCC(CC1)[C@](CC)(O)C=1C=C2C(N([C@@](C2=C(C1)F)(OC)C1=CC=C(C=C1)Cl)CC1=CC=C(C=C1)Cl)=O)=O Methyl-3-{4-[(1S)-1-[(1R)-1-(4-chlorophenyl)-2-[(4-chlorophenyl)methyl]-7-fluoro-1-methoxy-3-oxo-2,3-dihydro-1H-isoindol-5-yl]-1-hydroxypropyl]piperidin-1-yl}propanoate